ClC=1C=CC2=C(N(C(O2)=O)C2CCC(CC2)CNC(C(C2=CC=CC=C2)C2CC2)=O)C1 N-((4-(5-chloro-2-oxobenzo[d]oxazol-3(2H)-yl)cyclohexyl)methyl)-2-cyclopropyl-2-phenylacetamide